tert-Butyl 5-chloro-2-((5-cyanopyridin-3-yl)methoxy)-4-((2-methyl-3-(4,4,5,5-tetramethyl-1,3,2-dioxaborolan-2-yl)benzyl)oxy)benzyl(2-hydroxyethyl)carbamate ClC=1C(=CC(=C(CN(C(OC(C)(C)C)=O)CCO)C1)OCC=1C=NC=C(C1)C#N)OCC1=C(C(=CC=C1)B1OC(C(O1)(C)C)(C)C)C